tert-butyl 4-[[4-[2-(4-hydroxyphenyl)ethyl]piperazin-1-yl]methyl]piperidine-1-carboxylate OC1=CC=C(C=C1)CCN1CCN(CC1)CC1CCN(CC1)C(=O)OC(C)(C)C